C(C)OC([C@@H](NC(=O)OC1=CCC(C=C1)([N+](=O)[O-])C(C1=C(C=CC(=C1)Cl)OCC=1C=NC=C(C1)C#N)OCC1=C(C(=CC=C1)C1=CC2=C(OCCO2)C=C1)Br)COC(C)=O)=O 4-((2-bromo-3-(1,4-benzodioxan-6-yl)benzyloxy)-5-chloro-2-(5-cyanopyridin-3-ylmethoxy)benzyl)-N-(4-nitrophenoxyformyl)-O-acetylserine ethyl ester